C1(=CC=CC=C1)C=1N=C2N(C=C(C=C2C2=CC=CC=C2)C2=CC=C(N)C=C2)C1 4-(2,8-diphenylimidazo[1,2-a]pyridin-6-yl)aniline